(4-((3,5-dimethoxybenzyl)amino)-7-fluoroimidazo[1,5-a]quinoxalin-8-yl)methanone COC=1C=C(CNC=2C=3N(C4=CC(=C(C=C4N2)F)C=O)C=NC3)C=C(C1)OC